ClC=1C=C(C=NC1)C1=NC(=C2N=CN(C2=N1)[C@H]1[C@@H]([C@@H]([C@H](S1(=O)=O)C(=O)NC)O)O)NCC1=NC=CC(=C1)C(F)(F)F (2S,3S,4R,5R)-5-(2-(5-chloropyridin-3-yl)-6-(((4-(trifluoromethyl)pyridin-2-yl)methyl)amino)-9H-purin-9-yl)-3,4-dihydroxyl-N-methyltetrahydrothiophen-2-formamide 1,1-dioxide